rel-(2S,3R,4R,5S)-4-[[3-[4-(difluoromethyl)-3-fluoro-2-methoxy-phenyl]-4,5-dimethyl-5-(trifluoromethyl)tetrahydrofuran-2-carbonyl]amino]pyridine-2-carboxamide FC(C1=C(C(=C(C=C1)[C@@H]1[C@H](O[C@@]([C@@H]1C)(C(F)(F)F)C)C(=O)NC1=CC(=NC=C1)C(=O)N)OC)F)F |o1:8,9,11,12|